C(C=C)OC1(CN(CCC1)C1=C(C(=O)O)C=CC(=C1)Cl)C (3-(allyloxy)-3-methylpiperidin-1-yl)-4-chlorobenzoic acid